CC=1C=C(C=CC1OC1OCCCC1)C=CC(=O)C1=CC=CC=C1 3-[3-Methyl-4-(oxan-2-yloxy)phenyl]-1-phenylprop-2-en-1-one